ClC1=C(C=C2C(=C(C=NC2=C1)C(C)(C)O)C(C)C)C1=NC(=NC=C1F)N[C@H]1[C@@H](COCC1)O (3S,4R)-4-((4-(7-chloro-3-(2-hydroxypropan-2-yl)4-isopropylquinolin-6-yl)-5-fluoropyrimidin-2-yl)amino)tetrahydro-2H-pyran-3-ol